1-(8Z-hexadecenoyl)-rac-glycerol CCCCCC